COC(C(C)C=1C=C(C(=O)O)C=CC1)=O 3-(1-methoxy-1-oxopropan-2-yl)benzoic acid